2,2'-(2,2'-dichloro-[1,1'-biphenyl]-3,3'-diyl)bis(5-(((S)-5-oxopyrrolidin-2-yl)methyl)thieno[3,2-c]pyridin-4(5H)-one) ClC1=C(C=CC=C1C1=CC=2C(N(C=CC2S1)C[C@H]1NC(CC1)=O)=O)C1=C(C(=CC=C1)C1=CC=2C(N(C=CC2S1)C[C@H]1NC(CC1)=O)=O)Cl